ClC1=C(C(=O)N2COC3=C(C2)C=CC=C3C3=CC(=C(C(=O)O)C=C3)N3C2COCC3CC2)C(=CC(=C1)N1CC2(C1)OCCC2)Cl 4-[3-[2,6-Dichloro-4-(5-oxa-2-azaspiro[3.4]oct-2-yl)benzoyl]-2,4-dihydro-1,3-benzoxazin-8-yl]-2-(3-oxa-8-azabicyclo[3.2.1]oct-8-yl)benzoic acid